N-(4-([1,2,4]triazolo[1,5-a]pyridin-7-ylmethyl)-3-methylphenyl)-6-(methylsulfonyl)pyrimido[5,4-d]pyrimidin-4-amine N=1C=NN2C1C=C(C=C2)CC2=C(C=C(C=C2)NC=2C1=C(N=CN2)C=NC(=N1)S(=O)(=O)C)C